4-(4-pyridyl)-coumarin N1=CC=C(C=C1)C1=CC(OC2=CC=CC=C12)=O